C1(CC1)N1N=CC(=C1)[C@H]1CN(CCO1)C1=NC2=NC(=CN=C2C(=N1)C12CC(C1)(C2)C(F)(F)F)C (S)-2-(1-cyclopropyl-1H-pyrazol-4-yl)-4-(7-methyl-4-(3-(trifluoromethyl)bicyclo[1.1.1]pentan-1-yl)pteridin-2-yl)morpholine